2-(5-(4-carboxypiperidin-1-yl) thiophen-2-yl)-3,4-dioxocyclopent-1-en-1-oleate C(=O)(O)C1CCN(CC1)C1=CC=C(S1)C1=C(CC(C1=O)=O)CCCCCCCC\C=C/CCCCCCCC(=O)[O-]